[Ni].[CH-]1C=CC=C1.[CH-]1C=CC=C1.[Fe+2] ferrocene nickel